OC1=C(C(=O)O)C(=CC(=C1[C@@H]1C=C(CC[C@H]1C(=C)C)C)O)CCCCC 2,4-dihydroxy-3-[(1R,6R)-3-methyl-6-prop-1-en-2-ylcyclohex-2-en-1-yl]-6-pentylbenzoic acid